1,1-bis[3-(2-hydroxy-5-methylbenzyl)-5-cyclohexyl-4-hydroxyphenyl]cyclohexane OC1=C(CC=2C=C(C=C(C2O)C2CCCCC2)C2(CCCCC2)C2=CC(=C(C(=C2)C2CCCCC2)O)CC2=C(C=CC(=C2)C)O)C=C(C=C1)C